tert-butyl(2-(2-iodoethoxy)-2-methylpropoxy)dimethylsilane C(C)(C)(C)[Si](C)(C)OCC(C)(C)OCCI